FC(C1CN(C1)C1N=CC2=C(N1CC1=C(C=CC=C1)C(F)(F)F)N=CC=C2)F 2-(3-(difluoromethyl)azetidin-1-yl)-N-(2-(trifluoromethyl)benzyl)pyrido[2,3-d]pyrimidin